N-[(1S)-2-[[5-[5-ethyl-3-methyl-1-(2-trimethylsilylethoxymethyl)pyrazol-4-yl]-6-fluoro-2-pyridyl]amino]-1-(4-methylcyclohexyl)-2-oxo-ethyl]-2-isopropyl-pyrazole-3-carboxamide C(C)C1=C(C(=NN1COCC[Si](C)(C)C)C)C=1C=CC(=NC1F)NC([C@H](C1CCC(CC1)C)NC(=O)C=1N(N=CC1)C(C)C)=O